5-(biphenyl-3-yl)pyridin-2-amine C1(=CC(=CC=C1)C=1C=CC(=NC1)N)C1=CC=CC=C1